3-(1-(3-isothiocyanatothiophen-2-yl)-2-nitroethyl)-2-phenyl-1H-indole N(=C=S)C1=C(SC=C1)C(C[N+](=O)[O-])C1=C(NC2=CC=CC=C12)C1=CC=CC=C1